FC1=C(C(=CC=C1)F)C1=C(C=CC=C1)[C@@H]1[C@H](C1)C(=O)N1C[C@H](C(CC1)(F)F)NS(=O)(=O)C N-{(3R)-1-[(1S,2S)-2-(2',6'-difluoro[1,1'-biphenyl]-2-yl)cyclopropane-1-carbonyl]-4,4-difluoropiperidin-3-yl}methanesulfonamide